(3-((2-(2,6-dioxopiperidin-3-yl)-1,3-dioxoisoindolin-5-yl)amino)propyl)-2-(4-(4-(quinolin-2-yl)-1H-pyrazol-1-yl)piperidin-1-yl)acetamide O=C1NC(CCC1N1C(C2=CC=C(C=C2C1=O)NCCCC(C(=O)N)N1CCC(CC1)N1N=CC(=C1)C1=NC2=CC=CC=C2C=C1)=O)=O